ethylpropoxymethyl-ammonium methyl-sulfate methyl-2-((3-bromo-2,2-dimethylpropoxy)methyl)-2-(3-bromophenyl)propanoate COC(C(C)(C1=CC(=CC=C1)Br)COCC(CBr)(C)C)=O.COS(=O)(=O)[O-].C(C)[NH2+]COCCC